6-(2-methoxy-4-(trifluoromethyl)phenyl)-1,2,4-triazin-3,5(2H,4H)-dione COC1=C(C=CC(=C1)C(F)(F)F)C=1C(NC(NN1)=O)=O